2-Hydroxypropane-1,3-diyl bis(3-cyclohexylpropanoate) C1(CCCCC1)CCC(=O)OCC(COC(CCC1CCCCC1)=O)O